CN(C(=N)NC(=N)N)C 1,1-di-methylbiguanide